(morpholin-4-carbonyl)-[1,1'-biphenyl] N1(CCOCC1)C(=O)C1=C(C=CC=C1)C1=CC=CC=C1